(3S,5R)-5-amino-1-(7-(2-aminobenzo[d]thiazol-4-yl)-6-chloro-8-fluoro-2-(((S)-1-methylpyrrolidin-2-yl)methoxy)quinazolin-4-yl)piperidin-3-ol N[C@@H]1C[C@@H](CN(C1)C1=NC(=NC2=C(C(=C(C=C12)Cl)C1=CC=CC2=C1N=C(S2)N)F)OC[C@H]2N(CCC2)C)O